5-Bromo-7,7-dimethyl-7H-benzo[c]fluorene BrC1=CC=2C(C=3C=CC=CC3C2C2=C1C=CC=C2)(C)C